5,7-dihydroxy-3',4',6-trimethoxyflavone OC1=C2C(C=C(OC2=CC(=C1OC)O)C1=CC(=C(C=C1)OC)OC)=O